2-((3-Cyclobutyl-1-methyl-1H-pyrazol-5-yl)sulfonyl)-6-(tetrahydro-2H-pyran-4-yl)-2,6-diazaspiro[3.3]heptane C1(CCC1)C1=NN(C(=C1)S(=O)(=O)N1CC2(C1)CN(C2)C2CCOCC2)C